ClC1=CC2=C(N(C(N=C2N2C[C@H](N(C[C@@H]2C)C(=O)OC(C)(C)C)C)=O)C=2C(=NC(=NC2C(C)C)CC)C(C)C)N=C1C1=C(C=CC=C1)F tert-butyl (2R,5S)-4-(6-chloro-1-(2-ethyl-4,6-diisopropylpyrimidin-5-yl)-7-(2-fluorophenyl)-2-oxo-1,2-dihydropyrido[2,3-d]pyrimidin-4-yl)-2,5-dimethylpiperazine-1-carboxylate